1-(4-piperidinyl)-1H-pyrazol N1CCC(CC1)N1N=CC=C1